5-sulfoisophthalic acid dihydrazide sodium [Na].S(=O)(=O)(O)C=1C=C(C=C(C(=O)NN)C1)C(=O)NN